2-(4-chlorophenoxy)-N-(1-((1R,2S)-2-(4-chlorophenoxy)cyclopropane-1-carbonyl)piperidin-4-yl)acetamide ClC1=CC=C(OCC(=O)NC2CCN(CC2)C(=O)[C@H]2[C@H](C2)OC2=CC=C(C=C2)Cl)C=C1